FC(C=1C=CC(=NC1)CN1CCC2(CN(C2)C(=O)N2CC3(C2)NC(CC3)=O)C1)(F)F 2-[7-[[5-(trifluoromethyl)-2-pyridyl]methyl]-2,7-diazaspiro[3.4]octane-2-carbonyl]-2,5-diazaspiro[3.4]octan-6-one